(S)-6-(1,2-Dihydroxyethyl)-3-iodo-1H-indazole-1-carboxylic acid tert-butyl ester C(C)(C)(C)OC(=O)N1N=C(C2=CC=C(C=C12)[C@@H](CO)O)I